2,3-bis(4-butylphenyl)-6-methylbenzofuran-4-carboxylic acid C(CCC)C1=CC=C(C=C1)C=1OC=2C(C1C1=CC=C(C=C1)CCCC)=C(C=C(C2)C)C(=O)O